C1OC=2C=COC2OC1 4-ethylenedioxyfuran